(S)-1,2-heptanediol C([C@H](CCCCC)O)O